[Ni](Cl)Cl nickel(II) chlorid